N[C@H]1CN(CC1)C(CCCN1CCN(CC1)C=1C(=CC2=C(C(C=3NC4=CC(=CC=C4C3C2=O)C#N)(C)C)C1)CC)=O 8-(4-{4-[(3R)-3-aminopyrrolidin-1-yl]-4-oxobutyl}piperazin-1-yl)-9-ethyl-6,6-dimethyl-11-oxo-5H,6H,11H-benzo[b]carbazole-3-carbonitrile